(S)-1-(2-(benzo[d][1,3]dioxol-5-ylamino)-5-methyl-pyrimidin-4-yl)-N-(2-methoxy-1-phenylethyl)-1H-pyrrole-3-carboxamide O1COC2=C1C=CC(=C2)NC2=NC=C(C(=N2)N2C=C(C=C2)C(=O)N[C@H](COC)C2=CC=CC=C2)C